3,5-bis(diethylaminobenzylidene)-N-ethyl-4-piperidone C(C)N(CC)C(C1=CC=CC=C1)=C1CN(CC(C1=O)=C(C1=CC=CC=C1)N(CC)CC)CC